C(=O)C=1C(=CC(=C2CCCC12)OCC=1C=C(C=CC1)C1=CC=CC=C1)O 3-(((7-formyl-6-hydroxy-2,3-dihydro-1H-inden-4-yl)oxy)methyl)-[1,1'-biphenyl]